NC1=C(OC2=C1C(=CC=C2)Cl)C(=O)C2=CC=CC=C2 (3-Amino-4-chloro-2-benzofuranyl)phenyl-methanon